CC1(CC(=C(C=C1)O)CCCC)C(C)(C)C 4-methyl-4-tert-butyl-2-butylphenol